(S)-2-((1,4-dioxan-2-yl)methoxy)-4-(benzyloxy)-6-((4-ethoxyphenyl)ethynyl)pyridine O1[C@@H](COCC1)COC1=NC(=CC(=C1)OCC1=CC=CC=C1)C#CC1=CC=C(C=C1)OCC